(S)-3-fluoro-5-((3,3,4,4-tetrafluoro-2a-hydroxy-1-methylene-2,2a,3,4-tetrahydro-1H-cyclopenta[cd]inden-7-yl)oxy)benzonitrile FC=1C=C(C#N)C=C(C1)OC1=CC=C2C=3[C@@](CC(C13)=C)(C(C2(F)F)(F)F)O